N-(4-(4,4-difluoropiperidin-1-yl)pyrimidin-2-yl)-2-fluoro-4-nitro-6-(6-azaspiro[2.5]octan-6-yl)benzamide FC1(CCN(CC1)C1=NC(=NC=C1)NC(C1=C(C=C(C=C1N1CCC2(CC2)CC1)[N+](=O)[O-])F)=O)F